BrC=1C=C(CN2N=C3C(=C2C2=C(C=CC=C2)F)CN(C3)C)C=CC1F 2-(3-bromo-4-fluorobenzyl)-3-(2-fluorophenyl)-5-methyl-2,4,5,6-tetrahydropyrrolo[3,4-c]pyrazole